N-METHYLETHYLENEDIAMINE CNCCN